C1(=CC=CC=C1)N1NN=CC=C1 1-Phenyl-triazine